(tetrahydropyran-4-yl)(S)-2-amino-3-(tetrahydro-2H-pyran-4-yl)propionic acid O1CCC(CC1)[C@](C(=O)O)(CC1CCOCC1)N